ClCC=1N=C2N(C(=CC(=C2)C)C)C1 2-(chloromethyl)-5,7-dimethylimidazo[1,2-a]pyridine